C[Ni](C)C trimethylnickel